N1=CC(=CC=C1)CC(C(=O)N)=C (pyridin-3-ylmethyl)acrylamide